2-(6-(4-(5-(benzyloxy)-6-methylpyrimidine-4-carbonyl)piperazin-1-yl)-5-ethyl-7-oxo-2-vinyl-[1,2,4]triazolo[1,5-a]pyrimidin-4(7H)-yl)-N-(2-chloro-4-(trifluoromethyl)phenyl)acetamide C(C1=CC=CC=C1)OC=1C(=NC=NC1C)C(=O)N1CCN(CC1)C1=C(N(C=2N(C1=O)N=C(N2)C=C)CC(=O)NC2=C(C=C(C=C2)C(F)(F)F)Cl)CC